Cl.COCC1=NN2C(S1)=NC(=C2CN)C [2-(methoxymethyl)-6-methyl-imidazo[2,1-b][1,3,4]thiadiazol-5-yl]methanamine hydrochloride